FC(C1=C(C=CC=C1)N1CCC(CC1)C1=CC=2C(=NC=CN2)N(C1=O)CC1=NC=CN=C1C(F)(F)F)(F)F 7-(1-(2-(trifluoromethyl)phenyl)piperidin-4-yl)-5-((3-(trifluoromethyl)pyrazin-2-yl)methyl)pyrido[2,3-b]pyrazin-6(5H)-one